C(C1=CC=CC=C1)NC(N(C1=CC=C(C=C1)C=1C(=NOC1C)C)[C@@H]1CC[C@H](CC1)NC1=NC=C(C=C1)C#N)=O 3-benzyl-1-(trans-4-((5-cyanopyridin-2-yl)amino)cyclohexyl)-1-(4-(3,5-dimethyl-1,2-oxazol-4-yl)phenyl)urea